2-(hydrazinocarbonyl)benzamide N(N)C(=O)C1=C(C(=O)N)C=CC=C1